Tert-butyl 7-hydroxy-1-methyl-3,4-dihydroisoquinoline-2(1H)-carboxylate OC1=CC=C2CCN(C(C2=C1)C)C(=O)OC(C)(C)C